Benzyl (E)-2-(4-methoxy-4-carbonylbut-2-en-1-yl)-2,6-diazaspiro[3.4]octane-6-carboxylate COC(/C=C/CN1CC2(C1)CN(CC2)C(=O)OCC2=CC=CC=C2)=C=O